(6-((2-fluorophenoxy)methyl)pyridin-2-yl)methanol diethyl-7-acetyl-7,8-dihydro-1,7-naphthyridine-6,6(5H)-dicarboxylate C(C)C=1C(=NC=2CN(C(CC2C1)(C(=O)O)C(=O)O)C(C)=O)CC.FC1=C(OCC2=CC=CC(=N2)CO)C=CC=C1